ClC=1C=C(C=NC1)C1=NC(=C2N=CN(C2=N1)[C@H]1[C@@H]([C@@H]([C@H](O1)C(=O)NC)O)O)NCC1=CC(=CC=C1)F (2S,3S,4R,5R)-5-(2-(5-chloropyridin-3-yl)-6-((3-fluorobenzyl))amino-9H-purin-9-yl)-3,4-dihydroxyl-N-methyltetrahydrofuran-2-carboxamide